3-(3,4-dihydro-2H-pyrido[3,2-b][1,4]oxazin-7-yl)-3-(5-(2-(5,6,7,8-tetrahydro-1,8-naphthyridin-2-yl)ethoxy)-1H-indazol-1-yl)propionic acid O1C2=C(NCC1)N=CC(=C2)C(CC(=O)O)N2N=CC1=CC(=CC=C21)OCCC2=NC=1NCCCC1C=C2